3-(difluoromethyl)-4-(4-trifluoromethylbenzyl)3,4-dihydroquinoxalinone FC(C1C(NC2=CC=CC=C2N1CC1=CC=C(C=C1)C(F)(F)F)=O)F